vinyltris(trifluoroethoxy)silane C(=C)[Si](OCC(F)(F)F)(OCC(F)(F)F)OCC(F)(F)F